OC=1C(=CC2=CC=CC=C2C1)C(=O)NN=C(CC)C 3-hydroxy-N'-(1-methylpropylidene)-2-naphthoyl-hydrazine